C1(CC1)COC1=CC(=CC2=C1NC=N2)C(=O)N 7-cyclopropylmethoxy-1H-benzo[d]imidazole-5-carboxamide